9-(benzyloxy)-4-methyl-8,10-dioxo-N-(2,4,6-trifluorobenzyl)-3,4,5,6,8,10-hexahydro-2H-1,7-methanopyrido[1,2-b][1,2,5,8]tetrazecine-11-carboxamide C(C1=CC=CC=C1)OC=1C(C(=CN2N3CCN(CCN(C(C21)=O)C3)C)C(=O)NCC3=C(C=C(C=C3F)F)F)=O